N1C(=CC2=CC=CC=C12)C(=O)N[C@@H](CC/C=C/C(=O)OC)C(=O)NC=1C(N(C=CC1)CC(=O)NC1C2CC3CC(CC1C3)C2)=O (S,E)-methyl 6-(1H-indole-2-carboxamido)-7-(1-(2-(2-adamantylamino)-2-oxoethyl)-2-oxo-1,2-dihydropyridin-3-ylamino)-7-oxohept-2-enoate